FC1=C(C=CC(=C1F)OC)C1=CN=C2N1C=CN=C2NC2=CC(=C(C=C2)S(=O)(=O)N2CCN(CC2)C(CN(C)C)=O)CC 1-[4-[4-[[3-(2,3-difluoro-4-methoxy-phenyl)imidazo[1,2-a]pyrazin-8-yl]amino]-2-ethyl-phenyl]sulfonylpiperazin-1-yl]-2-(dimethylamino)ethanone